3-(4-(1-(7-(5-(6-Amino-1-oxoisoindolin-2-yl)-2-methoxyphenoxy)heptyl)piperidin-4-yl)-6-fluoro-1-oxoisoindolin-2-yl)piperidine-2,6-dione NC1=CC=C2CN(C(C2=C1)=O)C=1C=CC(=C(OCCCCCCCN2CCC(CC2)C2=C3CN(C(C3=CC(=C2)F)=O)C2C(NC(CC2)=O)=O)C1)OC